C(#N)CCP(O)(N(C(C)C)C(C)C)O[C@H]1[C@H]([C@@H](O[C@@H]1CO)N1C=NC=2C(=O)NC(N)=NC12)OCOCCC(COC(C)=O)OC(C)=O O-(3,4-Diacetoxybutoxymethyl)Guanosine 3'-O-(2-Cyanoethyl N,N-Diisopropylphosphoramidite)